FC1=CC(=CC2=C1SC=C2)CCNC2=CC=NC=N2 6-((2-(7-fluorobenzo[b]thiophen-5-yl)ethyl)amino)pyrimidin